SCC(=O)OCC(CCCCOC(CS)=O)OC(CS)=O 1,2,6-hexanetriyl tris(mercaptoacetate)